FC(C(=O)N1[C@H]2CC(C[C@@H]1CCC2)O)(F)C=2C=C(C(=O)NC1=CC(=C(C=C1)F)C)C=CC2F 3-(1,1-difluoro-2-((1R,5S)-3-hydroxy-9-azabicyclo[3.3.1]nonan-9-yl)-2-oxoethyl)-4-fluoro-N-(4-fluoro-3-methylphenyl)benzamide